AMYL BENZOATE (pentyl benzoate) C(CCCC)C1=C(C(=O)O)C=CC=C1.C(C1=CC=CC=C1)(=O)OCCCCC